CC1(CC=C(CC1)C=1C=CC=C2C=C(C=NC12)C(=O)NC(COC)C)C 8-(4,4-dimethylcyclohex-1-en-1-yl)-N-(1-methoxypropan-2-yl)quinoline-3-carboxamide